CC=1N(C(C=2C(N1)=NN(C2)C=2C=NC=CC2)=O)C(C)C 2,5-dihydro-6-methyl-5-(1-methylethyl)-2-(3-pyridinyl)-4H-pyrazolo[3,4-d]pyrimidin-4-one